(4-tert-butyl)phenyl-3-(2-methylpropyloxy)-4H-1-benzopyran-4-one C(C)(C)(C)C1=CC=C(C=C1)C=1OC2=C(C(C1OCC(C)C)=O)C=CC=C2